triphenylcarbenium tetrakis(heptafluoro-2-naphthyl)borate FC=1C(=C(C(=C2C(=C(C(=C(C12)F)[B-](C1=C(C2=C(C(=C(C(=C2C(=C1F)F)F)F)F)F)F)(C1=C(C2=C(C(=C(C(=C2C(=C1F)F)F)F)F)F)F)C1=C(C2=C(C(=C(C(=C2C(=C1F)F)F)F)F)F)F)F)F)F)F)F.C1(=CC=CC=C1)[C+](C1=CC=CC=C1)C1=CC=CC=C1